F[C@@H]1CN(C[C@@H]1NC)C1=CC(=C(C=C1)N1C=NC(=C1)NC=1N=CC(=NC1)C#N)OC 5-((1-(4-((3R,4S)-3-Fluoro-4-(methylamino)pyrrolidin-1-yl)-2-methoxyphenyl)-1H-imidazol-4-yl)amino)pyrazine-2-carbonitrile